tert-butyl (3R,4R)-3-fluoro-4-(2-methyl-5-(4,4,5,5-tetramethyl-1,3,2-dioxaborolan-2-yl)benzamido)pyrrolidine-1-carboxylate F[C@@H]1CN(C[C@H]1NC(C1=C(C=CC(=C1)B1OC(C(O1)(C)C)(C)C)C)=O)C(=O)OC(C)(C)C